(Z)-1-METHYL-6-OXO-N-(TOSYLOXY)-1,6-DIHYDROPYRIDINE-3-CARBIMIDOYL CYANIDE CN1C=C(C=CC1=O)/C(=N/OS(=O)(=O)C1=CC=C(C)C=C1)/C#N